C[C@@]12C(=C(C=C1C1=CCC3CC(CC[C@@H]3[C@H]1CC2)O)O)O estratriene-3,16,17-triol